N[C@@H](CCCCN)C(=O)[O-] L-lysinate